COC(=O)C=1C(N(C2=CC(=CC=C2C1N)Br)C=1C=NC(=CC1)C(C)O)=O.O=C1NC(CCC1C1=CC(=NC=C1)NC(C)=O)=O N-(4-(2,6-dioxopiperidin-3-yl)pyridin-2-yl)acetamide methyl-4-amino-1-(6-(1-hydroxyethyl)pyridin-3-yl)-2-oxo-7-bromo-1,2-dihydroquinoline-3-carboxylate